tert-Butyl (R)-7-((6-(3-phenylisoxazolidin-2-yl)pyrimidin-4-yl)amino)-3,4-dihydroisoquinoline-2(1H)-carboxylate C1(=CC=CC=C1)[C@@H]1N(OCC1)C1=CC(=NC=N1)NC1=CC=C2CCN(CC2=C1)C(=O)OC(C)(C)C